6-chloro-N-[5-(3,3-difluoropropyl)-4-methoxy-pyrimidin-2-yl]-1H-pyrrolo[2,3-b]pyridine-3-sulfonamide ClC1=CC=C2C(=N1)NC=C2S(=O)(=O)NC2=NC=C(C(=N2)OC)CCC(F)F